1-(4-bromophenyl)-4-chloro-butan-1-one BrC1=CC=C(C=C1)C(CCCCl)=O